C(#C)C=1C=C(C=CC1)NC1=NC=NC2=CC=CC=C12 N-(3-ethynylphenyl)-quinazolin-4-amine